C(C1=CC=CC=C1)OC(=O)N[C@H](C(=O)OC1CCCC1)CC1=CC=C(C=C1)O cyclopentyl (2S)-2-(benzyloxycarbonylamino)-3-(4-hydroxyphenyl)propanoate